NCCCC(=O)O.[Cu] Copper gamma-aminobutyric acid